2-(1-(naphthalen-2-yl)cyclopropyl)-5,6,7,8-tetrahydropyrido[4,3-d]pyrimidin-4(3H)-one C1=C(C=CC2=CC=CC=C12)C1(CC1)C=1NC(C2=C(N1)CCNC2)=O